O1CCN(CC1)C=1N=C2N(N=CC=C2)C1 morpholinoimidazo[1,2-b]pyridazin